[N+](=O)([O-])C1=C(C=CC=C1)S(=O)(=O)N1CCN(CC1)[C@H]1C=2C(NCC1)=C(N(N2)C2=CC=C(C=C2)OC2=CC=C(C=C2)OC(F)(F)F)C(=O)N (7R)-7-[4-(2-nitrobenzene-1-sulfonyl)piperazin-1-yl]-2-{4-[4-(trifluoromethoxy)phenoxy]phenyl}-4,5,6,7-tetrahydro-2H-pyrazolo[4,3-b]pyridine-3-carboxamide